N1-(2-(dimethylamino)ethyl)-N4-(4-(7-fluoro-1-(tetrahydro-2H-pyran-2-yl)-1H-indazole-5-yl)pyrimidin-2-yl)-5-methoxy-N1-methyl-2-nitrobenzene-1,4-diamine CN(CCN(C1=C(C=C(C(=C1)OC)NC1=NC=CC(=N1)C=1C=C2C=NN(C2=C(C1)F)C1OCCCC1)[N+](=O)[O-])C)C